tert-butyl (6-(4-(4-carbamoylphenyl)-2-oxobutyl)spiro[3.3]heptan-2-yl)carbamate C(N)(=O)C1=CC=C(C=C1)CCC(CC1CC2(CC(C2)NC(OC(C)(C)C)=O)C1)=O